2-(3-(4-chlorobenzoylamino)benzylamino)benzamide ClC1=CC=C(C(=O)NC=2C=C(CNC3=C(C(=O)N)C=CC=C3)C=CC2)C=C1